5-trifluoromethyl-tryptophan FC(C1=CC=C2NC=C(C[C@H](N)C(=O)O)C2=C1)(F)F